diethyl (1R,2R)-cyclopropane-1,2-dicarboxylate [C@@H]1([C@@H](C1)C(=O)OCC)C(=O)OCC